N1=CC=C(C=C1)C1=NN(C(=C1)O)C1=NC(=C(N=C1C)C)C (pyridin-4-yl)-1-(3,5,6-trimethylpyrazin-2-yl)-1H-pyrazol-5-ol